2-[4-cyclopropyl-2-(difluoromethyl)-6-methoxyphenyl]-6-methoxy-2,5-dihydro-4H-pyrazolo[3,4-d]pyrimidin-4-one C1(CC1)C1=CC(=C(C(=C1)OC)N1N=C2N=C(NC(C2=C1)=O)OC)C(F)F